(4-((4-carbamoyl-benzyl)carbamoyl)phenyl)boronic acid C(N)(=O)C1=CC=C(CNC(=O)C2=CC=C(C=C2)B(O)O)C=C1